CN(C(O)=O)C1=C(C=CC=C1C#N)Br.BrC1=CC=CC=2C=3N(C(NC12)=O)N=C(N3)C3=C(C=C(C=C3)Cl)OC(F)(F)F 7-bromo-2-[4-chloro-2-(trifluoromethoxy)phenyl][1,2,4]triazolo[1,5-c]quinazolin-5(6H)-one Methyl-(2-bromo-6-cyanophenyl)carbamate